silicon fluorine water O.[F].[Si]